C[C@H]1CN(CCN1)C(=O)C=1N=C(SC1)C=1C=NN(C1)C1=NC=CC=C1 (3S)-3-methyl-1-{2-[1-(pyridin-2-yl)-1H-pyrazol-4-yl]-1,3-thiazole-4-carbonyl}piperazine